CC1=CC=C(C=C1)S(=O)(=O)OCCOCCOCCOS(=O)(=O)C1=CC=C(C)C=C1 triethylene glycol bis(p-toluenesulfonate)